N-(2-(4-benzylpiperidin-1-yl)ethyl)-3,4-dichloro-benzamide C(C1=CC=CC=C1)C1CCN(CC1)CCNC(C1=CC(=C(C=C1)Cl)Cl)=O